Cl.Cl.COC=1C=CC=C2C=C(NC12)C1=CC2=C(O[C@@H](CN2)[C@@H](C2=CC=CC=C2)NCCC2=CC=C(C#N)C=C2)N=C1 4-(2-(((R)-((S)-7-(7-methoxy-1H-indol-2-yl)-2,3-dihydro-1H-pyrido[2,3-b][1,4]oxazin-3-yl)(phenyl)methyl)amino)ethyl)benzonitrile dihydrochloride